ClCS(=O)CCOC 1-((chloromethyl)sulfinyl)-2-methoxyethane